FC=1C=C(\C=N\NC(=O)[O-])C=C(C1)F (E)-2-(3,5-difluorobenzylidene)hydrazine-1-carboxylate